C(CCCCCCCCC\C=C/CCCC)O (Z)-hexadec-11-enol